1-ethyl-N-((5-phenyl-1,3,4-thiadiazol-2-yl)methyl)-1H-1,2,3-triazole-4-carboxamide C(C)N1N=NC(=C1)C(=O)NCC=1SC(=NN1)C1=CC=CC=C1